C1(CCCC1)NC(OC1=CC(=C(C=C1)OC)C=1C=NC=C(C1)C1=NC=NN1COCC[Si](C)(C)C)=O 4-methoxy-3-(5-(1-((2-(trimethylsilyl)ethoxy)methyl)-1H-1,2,4-triazol-5-yl)pyridin-3-yl)phenyl cyclopentylcarbamate